2,5,7-triazaspiro[3.4]octan-6-one C1NCC12NC(NC2)=O